N-[2-(2,6-dioxopiperidin-3-yl)-1-oxo-3H-isoindol-5-yl]-7-methoxy-3,4-dihydro-1H-isoquinoline-2-carboxamide O=C1NC(CCC1N1C(C2=CC=C(C=C2C1)NC(=O)N1CC2=CC(=CC=C2CC1)OC)=O)=O